((1-(6-chloro-3,5-dicyano-4-ethylpyridin-2-yl)-4-hydroxypiperidin-4-yl)methyl)carbamic acid tert-butyl ester C(C)(C)(C)OC(NCC1(CCN(CC1)C1=NC(=C(C(=C1C#N)CC)C#N)Cl)O)=O